2-METHOXYPYRIDINE-4-BORONIC ACID COC1=NC=CC(=C1)B(O)O